5,6-dihydro-4-(4-methyl-3-pentenyl)-2H-pyran-2-one CC(=CCCC1=CC(OCC1)=O)C